2-[6-[(4aR,8aS)-6-cyclobutyl-3,4a,5,7,8,8a-hexahydro-2H-pyrido[4,3-b][1,4]oxazin-4-yl]pyridazin-3-yl]-3,5-dimethyl-phenol C1(CCC1)N1C[C@@H]2[C@@H](OCCN2C2=CC=C(N=N2)C2=C(C=C(C=C2C)C)O)CC1